ClCC1=NSC(=N1)NC(=O)C1=COC(=C1)C1=CC(=CC=C1)OC N-(3-(chloromethyl)-1,2,4-thiadiazol-5-yl)-5-(3-methoxyphenyl)furan-3-carboxamide